bromo-1-((1-(3-fluoro-5-(trifluoromethyl)phenyl)azetidin-3-yl)methyl)-3,3-dimethylindolin-2-one BrC1=C2C(C(N(C2=CC=C1)CC1CN(C1)C1=CC(=CC(=C1)C(F)(F)F)F)=O)(C)C